C(C=C)(=O)N1CCC(CC1)NC=1C=C2C(=NC=NC2=CC1OC)NC1=C(C=C(OC2=CC(=NC=C2)N2N=CC(=C2)C#N)C=C1)F 1-(4-(4-((6-((1-acryloylpiperidin-4-yl)amino)-7-methoxyquinazolin-4-yl)amino)-3-fluorophenoxy)pyridin-2-yl)-1H-pyrazole-4-carbonitrile